N-Methoxy-N-methyl-3-nitro-1H-pyrazole-5-carboxamide CON(C(=O)C1=CC(=NN1)[N+](=O)[O-])C